C(C)(C)C1=C(C=CC=C1)C1NCCNC1 2-(2-isopropylphenyl)piperazine